BrC=1C=C(SC1)CNC(=O)C1N(CC2(OCCO2)C1)C(CNC(C1=CC=C(C=C1)OC1=CC=C(C=C1)F)=O)=O N-[(4-bromo-2-thienyl)methyl]-7-[2-[[4-(4-fluorophenoxy)benzoyl]amino]acetyl]-1,4-dioxa-7-azaspiro[4.4]nonane-8-carboxamide